3-(2-hydroxyethyl)-N-phenylbenzamide OCCC=1C=C(C(=O)NC2=CC=CC=C2)C=CC1